3-((3R,4S)-3-fluoro-4-methoxypiperidin-1-yl)-1,2,4-triazin-5-amine F[C@@H]1CN(CC[C@@H]1OC)C=1N=NC=C(N1)N